NC1=C(C(=O)N2[C@H](CN(CC2)C(=O)OC(C)(C)C)CCO)C=C(C(=C1)Br)Cl tert-Butyl (3S)-4-(2-amino-4-bromo-5-chloro-benzoyl)-3-(2-hydroxyethyl)piperazine-1-carboxylate